N-(1-(3-Aminophenyl)-2-(tert-butylamino)-2-oxoethyl)-N-(4-(methyl-sulfonamido)phenyl)propiolamide NC=1C=C(C=CC1)C(C(=O)NC(C)(C)C)N(C(C#C)=O)C1=CC=C(C=C1)NS(=O)(=O)C